N-(4-(4-amino-7-methyl-5-(6-(3-(trifluoromethyl)phenoxy)pyridin-3-yl)-7H-pyrrolo[2,3-d]pyrimidin-6-yl)phenyl)methacrylamide NC=1C2=C(N=CN1)N(C(=C2C=2C=NC(=CC2)OC2=CC(=CC=C2)C(F)(F)F)C2=CC=C(C=C2)NC(C(=C)C)=O)C